Cl.NC(C(=O)N)CC=1C(NC=2CCC(CC2C1)(F)F)=O 2-amino-3-(6,6-difluoro-2-oxo-1,2,5,6,7,8-hexahydroquinolin-3-yl)propanamide hydrochloride